2-[[(butylthio)thiomethoxy]thio]propionic acid C(CCC)SSCOSC(C(=O)O)C